BrC1=C2C=CC=C(C2=C(C=C1)NC1(CC(C1)C(=O)OC)C#N)C(=O)OC methyl 5-bromo-8-((1-cyano-3-(methoxycarbonyl) cyclobutyl) amino)-1-naphthoate